(2S,4R)-1-(3-((tert-butyldimethylsilyl)oxy)-2,2-dimethylpropyl)-4-fluoro-5-Oxopyrrolidine-2-carboxylic acid, lithium salt [Li+].[Si](C)(C)(C(C)(C)C)OCC(CN1[C@@H](C[C@H](C1=O)F)C(=O)[O-])(C)C